IC1=C(C(=CC(=C1)C(C(F)(F)F)(C(F)(F)F)F)OC(F)F)NC(C1=C(C(=CC=C1)N(C(C1=CC=C(C=C1)F)=O)O)F)=O N-(2-iodo-4-(perfluoropropan-2-yl)-6-(difluoromethoxy)phenyl)-2-fluoro-3-((hydroxy)(4-fluorobenzoyl)amino)benzamide